CS(=O)(=O)OCCOC1=C(C=CC=C1)OCC(F)(F)F 2-[2-(2,2,2-trifluoroethoxy) phenoxy]Ethyl methanesulfonate